tert-butyl 1-(4-bromophenyl)piperidine-4-carboxylate BrC1=CC=C(C=C1)N1CCC(CC1)C(=O)OC(C)(C)C